C1(=CC=CC=C1)S(=O)([O-])C1=CC=CC=C1.[Zn+2].C1(=CC=CC=C1)S(=O)([O-])C1=CC=CC=C1 zinc diphenyl-sulfinate